2,2-bis(3-indolyl)-3-indolone N1C=C(C2=CC=CC=C12)C1(NC2=CC=CC=C2C1=O)C1=CNC2=CC=CC=C12